BrC=1C=C(C(N(C1)C)=O)NC1=NC=C(C=C1)OC1CN(C1)C 5-bromo-1-methyl-3-(5-(1-methylazetidin-3-yloxy)pyridin-2-ylamino)-pyridin-2(1H)-one